(±)-cis-benzyl 4-bromo-2-(4-(methoxycarbonyl)phenyl)piperidine-1-carboxylate Br[C@@H]1C[C@@H](N(CC1)C(=O)OCC1=CC=CC=C1)C1=CC=C(C=C1)C(=O)OC |r|